C12(CC3CC(CC(C1)C3)C2)C(C(=O)NC2CCCCC2)Br 2-adamantan-1-yl-2-bromo-N-cyclohexyl-acetamide